C(C1=CC=CC=C1)[C@H]1N(C(OC1)=O)C(CC)=O (4R)-4-benzyl-3-propanoyl-oxazolidin-2-one